5-(1-hydroxy-prop-2-yl)-N3-methyl-1-((S)-1-phenylethyl)-1H-pyrazole-3,5-dicarboxamide OCC(C)C1(C=C(NN1[C@@H](C)C1=CC=CC=C1)C(=O)NC)C(=O)N